1-cyclopropyl-6-fluoro-7-(3-methyl-4-acetylpiperazin-1-yl)-3-(4-hydroxy-cinnamoyl)-8-methoxy-quinolin-4(1H)-one C1(CC1)N1C=C(C(C2=CC(=C(C(=C12)OC)N1CC(N(CC1)C(C)=O)C)F)=O)C(C=CC1=CC=C(C=C1)O)=O